N=1N(N=CC1)C1=C(C=C(C=N1)NC(=O)C1=CC(=C(C=C1I)C1=C(C=C(C=C1)F)N)F)C(F)(F)F N-(6-(2H-1,2,3-triazol-2-yl)-5-(trifluoromethyl)pyridin-3-yl)-2'-amino-2,4'-difluoro-5-iodo-[1,1'-biphenyl]-4-carboxamide